2-((trans-4-((3-(1-Isopropyl-1H-pyrazol-4-yl)phenyl)((trans-4-(4-methoxy-3-methylphenyl)cyclohexyl)methyl)carbamoyl)-cyclohexyl)amino)-2-oxoethyl acetate C(C)(=O)OCC(=O)N[C@@H]1CC[C@H](CC1)C(N(C[C@@H]1CC[C@H](CC1)C1=CC(=C(C=C1)OC)C)C1=CC(=CC=C1)C=1C=NN(C1)C(C)C)=O